(Oxiran-2-yl) propylbenzoate C(CC)C1=C(C(=O)OC2OC2)C=CC=C1